N-cyclopropylmethyl-N-[3-[4-(2-methoxyphenyl)piperazin-1-yl]propyl]benzamide C1(CC1)CN(C(C1=CC=CC=C1)=O)CCCN1CCN(CC1)C1=C(C=CC=C1)OC